methyl 5-amino-2-methyl-8-(4-aminophenyl)-7-oxopyrido[2,3-d]pyrimidine-6-carboxylate NC1=C(C(N(C=2N=C(N=CC21)C)C2=CC=C(C=C2)N)=O)C(=O)OC